FC(C(C1=CC=C(C=C1)F)NS(=O)(=O)C1=CC=2N(C=N1)C=NN2)(F)F N-(2,2,2-trifluoro-1-(4-fluorophenyl)ethyl)-[1,2,4]triazolo[4,3-c]pyrimidine-7-sulfonamide